CN(C1=NC=C(C=N1)C=1C=C2C=3CCCC(C3NC2=CC1)=O)C 6-(2-(dimethylamino)pyrimidin-5-yl)-2,3,4,9-tetrahydro-1H-carbazol-1-one